BrC1=C(C=C2C(NC(=NC2=C1)C)=O)OC 7-bromo-6-methoxy-2-methylquinazolin-4(3H)-one